CC(C1=CC=C(C=C1)C(C)C)N alpha-methyl-4-(1-methylethyl)benzylamine